5,6-dihydroxy-2-thiouracil OC=1C(NC(NC1O)=S)=O